(1S,1aS,6aR)-ethyl-4-((4-methyl-3-(1-(3-(methylsulfonyl)propyl)-1H-pyrrolo[2,3-b]pyridin-5-yl)benzyl)oxy)-1,1a,6,6a-tetrahydrocyclopropa[a]indene-1-carboxylic acid, ethyl ester C(C)[C@]1([C@H]2[C@H]1CC=1C=C(C=CC21)OCC2=CC(=C(C=C2)C)C=2C=C1C(=NC2)N(C=C1)CCCS(=O)(=O)C)C(=O)OCC